C(CCC)C1=CN(C(=C1)O)C1=NC(=C(N=C1C)C)C 3-butyl-1-(3,5,6-trimethylpyrazin-2-yl)-1H-pyrrol-5-ol